ClC1=CC2=C(C(=NN(C2=O)CC(=O)N[C@H]2CN(CCC2)C2CC2)C(C)C)S1 2-(2-Chloro-7-isopropyl-4-oxo-thieno[2,3-d]pyridazin-5-yl)-N-[(3R)-1-cyclopropyl-3-piperidyl]acetamide